(3S,5S)-3-amino-5-(hydroxymethyl)pyrrolidin-2-one hydrochloride Cl.N[C@@H]1C(N[C@@H](C1)CO)=O